8-Chloro-7-[(2-methyl-3H-benzimidazol-5-yl)oxy]-2-[1-[(3-methyloxetan-3-yl)methyl]pyrazol-4-yl]quinoxaline ClC=1C(=CC=C2N=CC(=NC12)C=1C=NN(C1)CC1(COC1)C)OC1=CC2=C(N=C(N2)C)C=C1